OC1=NC=CC(=C1)N1N=C2C=3C=CN=C(CCCCC(C(NC2=C1)=O)C)C3 4-(2-hydroxypyridin-4-yl)-9-methyl-3,4,7,15-tetraazatricyclo[12.3.1.02,6]Octadecan-1(18),2,5,14,16-pentaen-8-one